O1C(=NN=C1)N1CC2(C1)OC[C@H](C2)N2CCC(CC2)C2=C(OC1CC(C1)CO)C=CC(=C2)F ((1R,3S)-3-(2-(1-((S)-2-(1,3,4-oxadiazol-2-yl)-5-oxa-2-azaspiro[3.4]oct-7-yl)piperidin-4-yl)-4-fluorophenoxy)cyclobutyl)methanol